C(C)(C)(C)OC(=O)NCCCCN(C1=C2CN(C(C2=CC=C1)=O)C1C(NC(CC1)=O)=O)CC1CCC(CC1)NC(OC(C)(C)C)=O tert-butyl ((1r,4r)-4-(((4-((tert-butoxycarbonyl)amino)butyl)(2-(2,6-dioxopiperidin-3-yl)-1-oxoisoindolin-4-yl)amino)methyl)cyclohexyl)carbamate